(trans)-4-Acetamido-N-(4-(2-cyclopropylthiazol-5-yl)pyridin-2-yl)-N-((4-(4-methoxy-3-methylphenyl)bicyclo[2.2.2]octan-1-yl)methyl)cyclohexanecarboxamide C(C)(=O)N[C@@H]1CC[C@H](CC1)C(=O)N(CC12CCC(CC1)(CC2)C2=CC(=C(C=C2)OC)C)C2=NC=CC(=C2)C2=CN=C(S2)C2CC2